1-(5-hydroxypyridin-2-yl)-2-((3aR,5s,6aS)-5-(4-methoxyphenoxy)hexahydrocyclopenta[c]pyrrol-2(1H)-yl)ethanone OC=1C=CC(=NC1)C(CN1C[C@@H]2[C@H](C1)CC(C2)OC2=CC=C(C=C2)OC)=O